(3S)-1-(2,2-dimethyl-1,3-dioxane-5-yl)-1,2,3,4-tetrahydro-β-carboline-3-carboxylic acid CC1(OCC(CO1)C1N[C@@H](CC=2C3=CC=CC=C3NC12)C(=O)O)C